NC(CCCCNC(NC1=CC=C(CC2C(NCC(NCC(N2)CC(=O)O)CC(=O)O)CC(=O)O)C=C1)=S)C(=O)NCC1=CC=C(C=C1)C=1N=NC(=NN1)C 2,2',2''-(3-(4-(3-(5-amino-6-((4-(6-methyl-1,2,4,5-tetrazin-3-yl)benzyl)amino)-6-oxohexyl)thioureido)benzyl)-1,4,7-triazonane-2,5,8-triyl)triacetic acid